FC1=C(/C=C/B2C3CCCC2CCC3)C=CC=C1 (E)-9-(2-fluorostyryl)-9-borabicyclo[3.3.1]nonane